O=C1OCC(=NN1)C1=CC(=C(C=C1)N1CCC(CC1)C#N)C(F)(F)F 1-[4-(2-oxo-3,6-dihydro-2H-1,3,4-oxadiazin-5-yl)-2-(trifluoromethyl)phenyl]piperidine-4-carbonitrile